C1=CC=CC=2C3=CC=CC=C3N(C12)C1=CC=C(C=C1)C1(C2CC3CC(CC1C3)C2)C2=CC=C(C=C2)N2C3=CC=CC=C3C=3C=CC=CC23 2,2-bis[4-(carbazole-9-yl)phenyl]adamantan